2-(4-bromo-1H-1,2,3-triazol-1-yl)-5-(trifluoromethyl)pyridine BrC=1N=NN(C1)C1=NC=C(C=C1)C(F)(F)F